4-(2-((4-fluorophenyl)amino)oxazol-5-yl)benzoic acid FC1=CC=C(C=C1)NC=1OC(=CN1)C1=CC=C(C(=O)O)C=C1